2-chloro-α,α,4,5-tetrafluoro-benzenepropanoic acid ClC1=C(C=C(C(=C1)F)F)CC(C(=O)O)(F)F